NC=1N=C(SC1C(=O)C1=CC=C(OC(C(=O)O)(C)C)C=C1)N(C1=CC=C(C=C1)F)C(C(=O)N)C [4-[4-amino-2-(N-(2-amino-1-methyl-2-oxo-ethyl)-4-fluoro-anilino)thiazole-5-carbonyl]phenoxy]-2-methyl-propanoic acid